CC(C)(COP(=O)(O)O)C(C(=O)NCCC(=O)NCCS)O pantetheine 4'-phosphate